CC=1C=CC(=NC1)C(=O)OCCCN1N=C(C=2C(NCC3(CCOCC3)CC21)=O)CC 3-(3-ethyl-4-oxo-spiro[6,8-dihydro-5H-pyrazolo[4,3-c]azepine-7,4'-tetrahydropyran]-1-yl)propyl 5-methylpyridine-2-carboxylate